9,9-dimethyl-8-oxo-2-[1-(trifluoromethyl)cyclobutane-1-carbonyl]-2-azaspiro[4.5]dec-6-ene-7-carbonitrile CC1(C(C(=CC2(CCN(C2)C(=O)C2(CCC2)C(F)(F)F)C1)C#N)=O)C